7-hydroxy-6-methoxy-4-methyl-3-(2-oxo-2-((3aR,6aS)-tetrahydro-1H-furo[3,4-c]pyrrol-5(3H)-yl)ethyl)-2H-chromen-2-one OC1=C(C=C2C(=C(C(OC2=C1)=O)CC(N1C[C@@H]2[C@H](C1)COC2)=O)C)OC